AMINO-(1H-IMIDAZOL-2-YL)-ACETIC ACID NC(C(=O)O)C=1NC=CN1